C(C)(C)(C)OC(=O)N[C@H](C(=O)OC(C)(C)C)CC1=CC=C(C=C1)I tert-butyl (S)-2-((tert-butoxycarbonyl)amino)-3-(4-iodophenyl)propanoate